tert-butyl 2-(5-chloro-2-fluorophenyl)-3-(pyridin-4-yl)-6,7-dihydropyrazolo[1,5-a]pyrazine-5(4H)-carboxylate ClC=1C=CC(=C(C1)C1=NN2C(CN(CC2)C(=O)OC(C)(C)C)=C1C1=CC=NC=C1)F